4,7-di(4-hexyl-thienyl)-2,1,3-benzothiadiazole C(CCCCC)C=1C=C(SC1)C1=CC=C(C2=NSN=C21)C=2SC=C(C2)CCCCCC